racemic-3-[5-[4-(2-hydroxyethyl)-1-piperidyl]-3,4-dihydro-2H-quinolin-1-yl]piperidine-2,6-dione OCCC1CCN(CC1)C1=C2CCCN(C2=CC=C1)[C@H]1C(NC(CC1)=O)=O |r|